N[C@H]1[C@@H](C1)C1=CC=C(C=C1)NC(=O)C=1C=NC(=CC1)N1CCN(CC1)C trans-N-(4-(2-aminocyclopropyl)phenyl)-6-(4-methylpiperazino)-3-pyridinecarboxamide